NC1=CC=C(C=C1)C1(CC(=CC(=C1)C1=CC=C(C=C1)N)C1=CC=C(C=C1)N)CC(=O)O 1,3,5-tris(4-aminophenyl)benzeneacetic acid